N,6-dimethyl-5-(4-((2-(sulfamoylamino)pyridin-4-yl)methyl)piperazin-1-yl)picolinamide CNC(C1=NC(=C(C=C1)N1CCN(CC1)CC1=CC(=NC=C1)NS(N)(=O)=O)C)=O